allyl-(trimethoxy)silane C(C=C)[Si](OC)(OC)OC